tert-butyl (R)-4-(3,5-dimethylpyridin-2-yl)-2-methylpiperazine-1-carboxylate CC=1C(=NC=C(C1)C)N1C[C@H](N(CC1)C(=O)OC(C)(C)C)C